C(C1=CC=CC=C1)C1=NN2C(NC(=CC2=O)C2=CC=C(C=C2)[N+](=O)[O-])=C1C1=CC=C(C=C1)Cl 2-benzyl-3-(4-chlorophenyl)-5-(4-nitrophenyl)pyrazolo[1,5-a]pyrimidin-7(4H)-one